N-(3-((1H-tetrazol-5-yl)methyl)phenyl)-4-((2-methyl-4-(6-methylpyridin-2-yl)thiazol-5-yl)Oxy)pyridin-2-amine N1N=NN=C1CC=1C=C(C=CC1)NC1=NC=CC(=C1)OC1=C(N=C(S1)C)C1=NC(=CC=C1)C